OC1=C(C=C(C(=C1)O)C(=O)O)C(=O)O 4,6-dihydroxy-1,3-benzenedicarboxylic acid